(2-fluoro-6-(oxazol-2-yl)phenyl)((1S,4S,6R)-6-((5-(trifluoromethyl)pyrimidin-2-yl)amino)-2-azabicyclo[2.2.1]heptan-2-yl)methanone FC1=C(C(=CC=C1)C=1OC=CN1)C(=O)N1[C@@H]2[C@@H](C[C@H](C1)C2)NC2=NC=C(C=N2)C(F)(F)F